5-(4-methoxyquinazolin-6-yl)-N-(cis-3-(4-methylpiperazin-1-yl)cyclobutyl)pyrrolo[2,1-f][1,2,4]triazin-2-amine COC1=NC=NC2=CC=C(C=C12)C=1C=CN2N=C(N=CC21)N[C@@H]2C[C@@H](C2)N2CCN(CC2)C